1-(1-(3-Chlorophenyl)-2-((2,2-difluoroethyl)(methyl)amino)ethyl)-4-(5-morpholino-1-tosyl-1H-pyrrolo[2,3-b]pyridin-3-yl)pyridin-2(1H)-one ClC=1C=C(C=CC1)C(CN(C)CC(F)F)N1C(C=C(C=C1)C1=CN(C2=NC=C(C=C21)N2CCOCC2)S(=O)(=O)C2=CC=C(C)C=C2)=O